C1(=CC=CC=C1)N1CCC(CC1)CN1C[C@@H](C([C@@H](C1)O)O)O (3S,4r,5R)-1-((1-phenylpiperidin-4-yl)methyl)piperidine-3,4,5-triol